NC1=NOC2=C1C=C(C=C2)C(=O)OC methyl 3-amino-1,2-benzoxazole-5-carboxylate